CC=1N=C(OC1C1=CC=C(C=C1)C(F)(F)F)N 4-methyl-5-[4-(trifluoromethyl)phenyl]oxazol-2-amine